C(C)[C@@H]1CC[C@@H](NC1)C |r| rac-(2S,5R)-5-ethyl-2-methyl-piperidine